5-propyl-benzoic acid methyl ester COC(C1=CC=CC(=C1)CCC)=O